FC12CC3(CC(C4=C(C(C1)C3)C=CC=C4)C2)NC(=O)NC2CCN(CC2)C(=O)C2CCOCC2 1-(9-fluoro-5,6,8,9,10,11-hexahydro-7H-5,9:7,11-dimethanobenzo[9]annulen-7-yl)-3-(1-(tetrahydro-2H-pyran-4-carbonyl)piperidin-4-yl)urea